2-(3-(8-chloro-7-fluoronaphthalen-1-yl)-4-fluoro-10-(4-methoxybenzyl)-7-methyl-8-oxo-8,8a,9,10,11,12-hexahydro-7H-pyrazino[1',2':4,5]pyrazino[2,3-c][1,6]naphthyridin-11-yl)acetonitrile ClC=1C(=CC=C2C=CC=C(C12)C1=NC=C2C3=C(C=NC2=C1F)N(C(C1N3CC(N(C1)CC1=CC=C(C=C1)OC)CC#N)=O)C)F